2-((1-(4-fluorophenyl)-2-((2,2,2-trifluoroethyl)amino)ethyl)amino)pyrimidine-5-carbonitrile FC1=CC=C(C=C1)C(CNCC(F)(F)F)NC1=NC=C(C=N1)C#N